F[C@@H]1C[C@@]2(CCCN2C1)COC1=NC2=C(C(=CC=C2C(=N1)N1C[C@@H]2CC[C@H](CC1)N2)C2=NC(=CC1=CC=CC(=C21)F)N)F 1-(2-{[(2R,7aS)-2-fluoro-hexahydro-1H-pyrrolizin-7a-yl]methoxy}-4-[(1S,6R)-3,9-diazabicyclo[4.2.1]nonan-3-yl]-8-fluoroquinazolin-7-yl)-8-fluoroisoquinolin-3-amine